2-propylheptyl-4-ethylhexanoic acid C(CC)C(CC(C(=O)O)CC(CC)CC)CCCCC